2,6-dimethylphenyl trifluoromethanesulfonate FC(S(=O)(=O)OC1=C(C=CC=C1C)C)(F)F